1-(tert-butoxycarbonyl)-piperidine-2-carboxylic acid C(C)(C)(C)OC(=O)N1C(CCCC1)C(=O)O